(cyclohex-1-en-1-yl)-6-(4-methoxyphenyl)-2-phenyl-5-(pyridin-3-ylamino)pyrazolo[1,5-a]Pyrimidin-7(4H)-one C1(=CCCCC1)C=1C(=NN2C1NC(=C(C2=O)C2=CC=C(C=C2)OC)NC=2C=NC=CC2)C2=CC=CC=C2